CC=1C=C(C=CC1N1CCNCC1)N1N=NC=2C(NC=3C=CC=CC3C21)=O 3-methyl-4-(piperazin-1-yl)-phenyl-1,5-dihydro-4H-[1,2,3]triazolo[4,5-c]quinolin-4-one